C(CCC)OP(OCCCC)(=O)CC ethyl-phosphonic acid dibutyl ester